3-chloro-5-(3,3-difluoropyrrolidin-1-yl)-1,2,4-thiadiazole ClC1=NSC(=N1)N1CC(CC1)(F)F